CN(C1=C(C=CC(=N1)NC=1C=2N(N=C(C1)N[C@H]1[C@@H](CCCC1)O)C(=CN2)C#N)C(=O)N2CCN(CC2)C2=C(C=CC=C2)F)C 8-{[6-(Dimethylamino)-5-[4-(2-fluorophenyl)piperazin-1-carbonyl]pyridin-2-yl]amino}-6-{[(1R,2R)-2-hydroxycyclohexyl]amino}imidazo[1,2-b]pyridazin-3-carbonitril